(R)-4-(7-(Sulfonylmethyl)-2-(1H-pyrrolo[2,3-c]pyridin-4-yl)thieno[3,2-d]pyrimidin-4-yl)-3-methylmorpholine S(=O)(=O)=CC1=CSC2=C1N=C(N=C2N2[C@@H](COCC2)C)C2=C1C(=CN=C2)NC=C1